C(C=C)(=O)N1C[C@@H](N(CC1)C1=NC(N2C3=C(C(=C(C=C13)Cl)C1=C(C=C(C=C1)F)F)SC[C@H]2CN2CCN(CC2)CC)=O)C (3R)-7-((S)-4-acryloyl-2-methylpiperazin-1-yl)-9-chloro-10-(2,4-difluorophenyl)-3-((4-ethylpiperazin-1-yl)methyl)-2,3-dihydro-5H-[1,4]thiazino[2,3,4-ij]quinazolin-5-one